tri(carboxyethyl)phosphine C(=O)(O)CCP(CCC(=O)O)CCC(=O)O